2-amino-4,5-dimethylfuran-3-carbonitrile NC=1OC(=C(C1C#N)C)C